N-(4-((2'-ethyl-6',7'-dihydrospiro[piperidine-4,4'-thieno[3,2-c]pyran]-1-yl)methyl)phenyl)-3-hydroxypropane-1-sulfonamide C(C)C1=CC=2C3(OCCC2S1)CCN(CC3)CC3=CC=C(C=C3)NS(=O)(=O)CCCO